N1(N=CN=C1)C1=CC=C(C=C2N=C(OC2=O)C2=C(C=CC=C2)I)C=C1 4-(4-(1H-1,2,4-triazol-1-yl)benzylidene)-2-(2-iodophenyl)oxazol-5(4H)-one